N-((1r,4r)-4-((8-cyanoquinolin-5-yl)oxy)cyclohexyl)-5-(4-formylpiperidin-1-yl)pyrazine-2-carboxamide C(#N)C=1C=CC(=C2C=CC=NC12)OC1CCC(CC1)NC(=O)C1=NC=C(N=C1)N1CCC(CC1)C=O